5-bromo-7-(3-methoxybenzyl)-2-methylthiazolo[3',2':1,2]pyrrolo[3,4-d]pyridazin-6(7H)-one BrC=1N2C(=C3C=NN(C(C31)=O)CC3=CC(=CC=C3)OC)SC(=C2)C